2-(2,3-dihydro-1,5-dimethyl-3-oxo-2-phenyl-1H-pyrazol-4-ylimino)-2-(4-nitrophenyl)acetonitrile CN1N(C(C(=C1C)N=C(C#N)C1=CC=C(C=C1)[N+](=O)[O-])=O)C1=CC=CC=C1